FC=1C=CC=C2C(=CC=NC12)N[C@H]1CN(CC1)CC(=O)N1[C@@H](CCC1)C#N (2S)-1-[2-[(3R)-3-[(8-fluoro-4-quinolyl)amino]pyrrolidin-1-yl]acetyl]pyrrolidine-2-carbonitrile